FC(C(=O)O)(F)F.COC1=CC=C(C=C1)C=1C=C(NC1)C(=O)N 4-(4-methoxyphenyl)-1H-pyrrole-2-carboxamide trifluoroacetate